2,4-dihydroxy-4-methylbenzophenone OC1=C(C(=O)C2=CC=CC=C2)C=CC(C1)(C)O